(2,2-difluoroethyl)-2,7-diazaspiro[3.5]nonane FC(CC1NCC12CCNCC2)F